5-[7-(difluoromethyl)-6-(1-methylpyrazol-4-yl)-3,4-dihydro-2H-quinolin-1-yl]-1-ethyl-3-methyl-benzimidazol-2-one FC(C1=C(C=C2CCCN(C2=C1)C1=CC2=C(N(C(N2C)=O)CC)C=C1)C=1C=NN(C1)C)F